(S)-1-(3,3-Dimethylbutanoyl)-N-((S)-1-oxo-3-((S)-2-oxopyrrolidin-3-yl)propan-2-yl)pyrrolidine-2-carboxamide CC(CC(=O)N1[C@@H](CCC1)C(=O)N[C@H](C=O)C[C@H]1C(NCC1)=O)(C)C